C1(=CC=CC=C1)[C@H](C)NC1=CC(N(C(N1)=O)C(C)C)=O 6-[[(1S)-1-phenylethyl]amino]-3-(propan-2-yl)-1,2,3,4-tetrahydropyrimidine-2,4-dione